C(C)(=O)C1=C(C=CC(=C1)F)N1N=CC=C1CN1N=CC(=C1)C#N 1-((1-(2-acetyl-4-fluorophenyl)-1H-pyrazol-5-yl)methyl)-1H-pyrazole-4-carbonitrile